dimethylbenzylene diisocyanate CC1=C(C(C)(N=C=O)N=C=O)C=CC=C1